8-bromo-1-methyl-1,2,3,4-tetrahydro-5H-benzo[e][1,4]diazepin-5-one BrC=1C=CC2=C(N(CCNC2=O)C)C1